tert-butyl (3-bromo-2-fluorophenyl)carbamate BrC=1C(=C(C=CC1)NC(OC(C)(C)C)=O)F